Diethyl (2-(4-chlorophenyl)-2-methylpropanoyl)-L-tyrosyl-D-glutamate ClC1=CC=C(C=C1)C(C(=O)N[C@@H](CC1=CC=C(C=C1)O)C(=O)N[C@H](CCC(=O)OCC)C(=O)OCC)(C)C